FC(C1=CC=C(C=N1)NC(=O)[C@@H]1CC12CCN(CC2)C(=O)OC(C(F)(F)F)C(F)(F)F)(F)F |r| 1,1,1,3,3,3-hexafluoro-propan-2-yl (±)-1-((6-(tri-fluoromethyl)-pyridin-3-yl)-carbamoyl)-6-azaspiro[2.5]-octane-6-carboxylate